C(C)(=O)OCC(CCCCOC(C)=O)CC 2-ethyl-1,6-hexanediol diacetate